CC1=NC(=CC2=CC=C(C=C12)OC1=CC=CC=C1)C(=O)OC(C)(C)C t-butyl 1-methyl-7-phenoxyisoquinoline-3-carboxylate